(S)-3-((6'-chloro-4-(3-(2,2,2-trifluoroethyl)azetidin-1-yl)-[2,3'-bipyridin]-4'-yl)amino)butan-1-ol ClC1=CC(=C(C=N1)C1=NC=CC(=C1)N1CC(C1)CC(F)(F)F)N[C@H](CCO)C